BrC=1C=C2C3=C(N(C2=CC1)C(=O)OC(C)(C)C)COCC3C Tert-butyl 6-bromo-4-methyl-3,4-dihydropyrano[3,4-b]indole-9(1H)-carboxylate